Cl.CC1=C(OC2=CC=C(C=C2)NN)C(=CC=C1)C 4-(2,6-dimethylphenoxy)phenylhydrazine hydrochloride